ethyl (S)-3-(5-(2,6-dimethylphenyl)thiophen-2-yl)-3-(3-(4-hydroxy-1-methyl-2-oxo-1,2-dihydro pyridin-3-yl)ureido)propanoate CC1=C(C(=CC=C1)C)C1=CC=C(S1)[C@H](CC(=O)OCC)NC(=O)NC=1C(N(C=CC1O)C)=O